5-[7-(difluoromethylsulfonyl)-3-iodo-1H-indazol-4-yloxy]-3-fluorobenzonitrile FC(S(=O)(=O)C=1C=CC(=C2C(=NNC12)I)OC=1C=C(C=C(C#N)C1)F)F